5-chloro-N-(2-chloro-3-(7-chloro-2-methyl-1,6-naphthyridin-3-yl)phenyl)-2-methoxypyridine-3-sulfonamide ClC=1C=C(C(=NC1)OC)S(=O)(=O)NC1=C(C(=CC=C1)C=1C(=NC2=CC(=NC=C2C1)Cl)C)Cl